(4R,5s)-4-((R)-5H-imidazo[5,1-a]isoindol-5-yl)spiro[2.3]hexan-5-ol C=1N=CN2C1C1=CC=CC=C1[C@H]2[C@H]2C1(CC1)C[C@@H]2O